C(=O)(O)OC(=O)O.S1SCC=C1 dithiol dicarbonate